ALUMINIUM TITANIUM-ALUMINIUM [Al].[Ti].[Al]